FC=1C(=CC(=NC1)C=1C=C2CN(C(C2=CC1)=O)C1C(NC(CC1)=O)=O)CN1CC(C1)COC 3-(5-(5-fluoro-4-((3-(methoxymethyl)azetidin-1-yl)methyl)pyridin-2-yl)-1-oxoisoindolin-2-yl)piperidine-2,6-dione